(3-Aminophenyl)(3,3,4,4-tetrafluoropyrrolidin-1-yl)methanone NC=1C=C(C=CC1)C(=O)N1CC(C(C1)(F)F)(F)F